4-(5,5,6-trimethylbicyclo[2.2.1]heptane-2-yl)cyclohexanol CC1(C2CC(C(C1C)C2)C2CCC(CC2)O)C